FC1=C(C=CC(=C1)F)C1=NOC=C1 (2,4-difluorophenyl)isoxazol